6-(2-trifluoromethylphenyl)-1,4-benzoxazinoimidazolone FC(C1=C(C=CC=C1)C1=CC2=C(N=C3C(=NC(N3)=O)O2)C=C1)(F)F